(E)-1-((1S,2R)-2,6,6-Trimethylcyclohex-3-en-1-yl)but-2-en-1-one C[C@H]1[C@@H](C(CC=C1)(C)C)C(\C=C\C)=O